NC=1OC(=C(C(C1C(=O)OCC)C1=CC=C(C(=O)O)C=C1)C(=O)OCC)C 4-(2-amino-3,5-bis(ethoxycarbonyl)-6-methyl-4H-pyran-4-yl)benzoic Acid